N-(4-acetylaminophenyl)-5-(4-acetylphenyl)-2-aminonicotinamide C(C)(=O)NC1=CC=C(C=C1)NC(C1=C(N=CC(=C1)C1=CC=C(C=C1)C(C)=O)N)=O